(R)-(4-(3-(4-Benzylpiperazin-1-yl)-3-oxo-2-propanamidopropyl)benzyl)carbamic acid tert-butyl ester C(C)(C)(C)OC(NCC1=CC=C(C=C1)C[C@H](C(=O)N1CCN(CC1)CC1=CC=CC=C1)NC(CC)=O)=O